nonadecane bromide [Br-].CCCCCCCCCCCCCCCCCCC